3,4-dibromo-1-propyl-1,5-dihydro-2H-pyrrole BrC=1CN(CC1Br)CCC